ClC1=C(C(N(C2=CC=CC=C12)C)=O)C(=O)O 4-Chloro-1-methyl-2-oxo-1,2-dihydroquinoline-3-carboxylic acid